(3R,7aS)-6-fluoro-3-phenyl-1,7a-dihydro-3H,5H-pyrrolo[1,2-c]oxazol-5-one FC1=C[C@@H]2N([C@H](OC2)C2=CC=CC=C2)C1=O